C(C1=CC=CC=C1)OC1=CCN(C(=C1)C)C1(CC1)CO[Si](C)(C)C(C)(C)C 4-(Benzyloxy)-1-(1-(((tert-butyldimethylsilyl)oxy)methyl)cyclopropyl)-6-methylpyridin